CC(C(N(CCCCCCCC)C)=O)CCCCCCCC dimethyl-octyl-capramide